[Co+2].CC=1NC=C[NH+]1 2-methylimidazolium cobalt salt